FC1(CCC(CC1)(C(=O)OC(C)(C)C)C1=CC(=C(C=C1)OS(=O)(=O)C(F)(F)F)F)F tert-Butyl 4,4-difluoro-1-(3-fluoro-4-{[(trifluoromethyl)sulfonyl]oxy}phenyl)cyclohexanecarboxylate